NC=1N=CC2=C(N1)C(=CN(C2=O)C=2C(=C(C=CC2F)NS(=O)(=O)C=2C(=NC=C(C2)Cl)OC)F)C N-(3-(2-amino-8-methyl-5-oxopyrido[4,3-d]pyrimidin-6(5H)-yl)-2,4-difluorophenyl)-5-chloro-2-methoxypyridine-3-sulfonamide